(R)-N-(1-(2-methyl-3-(trifluoromethyl)phenyl)ethyl)-4-(methylamino)-6-oxo-1-(tetrahydro-2H-pyran-4-yl)-1,6-dihydropyridine-3-carboxamide CC1=C(C=CC=C1C(F)(F)F)[C@@H](C)NC(=O)C1=CN(C(C=C1NC)=O)C1CCOCC1